FC1=CC(=CC=2N(C(=NC21)N2C[C@H]([C@@H](CC2)F)N)CC2=NC=C(C=N2)OC)F (3R,4R)-1-(4,6-Difluoro-1-((5-methoxy-2-pyrimidinyl)methyl)-1H-benzimidazol-2-yl)-4-fluoro-3-piperidinamin